N-(4-bromo-3-(2-(dimethylamino)ethoxy)phenyl)-6-(4-(5-methyl-1,2,4-oxadiazol-3-yl)-2-(trifluoromethyl)phenyl)nicotinamide BrC1=C(C=C(C=C1)NC(C1=CN=C(C=C1)C1=C(C=C(C=C1)C1=NOC(=N1)C)C(F)(F)F)=O)OCCN(C)C